4,4'-((5-methyl-1,3-phenylene)bis(acetylene-2,1-diyl))dibenzonitrile CC=1C=C(C=C(C1)C#CC1=CC=C(C#N)C=C1)C#CC1=CC=C(C#N)C=C1